5-(3-amino-1,2,4-triazin-6-yl)-3-methylbenzo[d]oxazol-2(3H)-one NC=1N=NC(=CN1)C=1C=CC2=C(N(C(O2)=O)C)C1